NC1=NN2C(N=CC=C2)=C1C(=O)NC(C)C=1N(C(C2=C(C=CC=C2C1)C#CC=1C=NN(C1)C)=O)C1=CC=CC=C1 2-amino-N-(1-(8-((1-methyl-1H-pyrazol-4-yl)ethynyl)-1-oxo-2-phenyl-1,2-dihydroisoquinolin-3-yl)ethyl)pyrazolo[1,5-a]pyrimidine-3-carboxamide